CC(CC)(C(CC)(C1=CC=CC=C1)C)C1=CC=CC=C1 3,4-dimethyl-3,4-diphenylhexane